5-(3-amino-5-methylcyclohexyl)-2-fluoroaniline NC1CC(CC(C1)C)C=1C=CC(=C(N)C1)F